ClC1=C(C=CC(=C1)C(F)(F)F)NC(CN1C=2N(C(C(=C1CC)N1CCN(CC1)C(C1=NC=CC=C1F)=O)=O)N=C(N2)C=2CCOCC2)=O N-(2-chloro-4-(trifluoromethyl)phenyl)-2-(2-(3,6-dihydro-2H-pyran-4-yl)-5-ethyl-6-(4-(3-fluoropicolinoyl)piperazin-1-yl)-7-oxo-[1,2,4]triazolo[1,5-a]pyrimidin-4(7H)-yl)acetamide